ClC=1C=C(C=O)C=C(N1)C#N 2-CHLORO-6-CYANOISONICOTINALDEHYDE